2-(3,8-diazabicyclo[3.2.1]oct-8-yl)-N-(2-(cyclopentyloxy)ethyl)benzo[d]thiazole-6-carboxamide C12CNCC(CC1)N2C=2SC1=C(N2)C=CC(=C1)C(=O)NCCOC1CCCC1